FC1=C(C=C(C=C1)NC(CN1C[C@H](OCC1)C)=O)NC(=O)C=1C=NN2C1C=NC(=C2)C=2C=NN(C2)C (R)-N-(2-fluoro-5-(2-(2-methylmorpholino)acetamido)phenyl)-6-(1-methyl-1H-pyrazol-4-yl)pyrazolo[1,5-a]pyrazine-3-carboxamide